3-(6-chloro-3-(ethylthio)pyridin-2-yl)-1-methyl-1H-benzimidazole-5-carboxamide oxime ClC1=CC=C(C(=N1)N1CN(C2=C1C=C(C=C2)C(N)=NO)C)SCC